C1N2C=3C(NC(=NC3NCC2CN1C1=CC=C(C(N[C@@H](CCC(=O)[O-])C(=O)O)=O)C=C1)N)=O N5,N10-methylenetetrahydrofolate